C(C)N(C1CC1)CC1=C(C(=CC(=C1)[N+](=O)[O-])Cl)O 2-((Ethyl-(cyclopropyl)amino)methyl)-6-chloro-4-nitrophenol